C(C)(C)(C)OC(=O)N1CC(C1)C1=NN(C2=C1C=NC(=C2)NC(C)=O)C2OCCCC2 3-(6-acetamido-1-tetrahydropyran-2-yl-pyrazolo[4,3-c]pyridin-3-yl)azetidine-1-carboxylic acid tert-butyl ester